S1C(=CC=C1)S(=O)(=O)NC=1C=C(C(=O)NC2=CC(=CC=C2)C(F)(F)F)C=CC1 3-(thiophene-2-sulfonamido)-N-(3-(trifluoromethyl)phenyl)benzamide